tert-butyl (1S,2S,5R)-2-((S)-((7-chloro-8-fluoro-2-(methylthio)-4-oxo-3,4-dihydropyrido[4,3-d]pyrimidin-5-yl)oxy) (cyclopropyl)methyl)-3,8-diazabicyclo[3.2.1]octane-8-carboxylate ClC1=C(C=2N=C(NC(C2C(=N1)O[C@H]([C@@H]1[C@@H]2CC[C@H](CN1)N2C(=O)OC(C)(C)C)C2CC2)=O)SC)F